FC=1C=C(C=CC1)N(C(=O)[C@H]1N(CC[C@@H]1O)C(=O)OC(C)(C)C)C tert-butyl (2S,3S)-2-[(3-fluorophenyl)-methyl-carbamoyl]-3-hydroxy-pyrrolidine-1-carboxylate